C(C)OC(C1=C(C=CC(=C1)N1[C@@H](CC(CC1)C)CC)[N+](=O)[O-])=O (R)-5-(2-ethyl-4-methylpiperidin-1-yl)-2-nitrobenzoic acid ethyl ester